8-oxa-1-azaspiro[4.5]decan-4-one N1CCC(C12CCOCC2)=O